(S)-N-(3-((3,3-difluorocyclopentyl)sulfonyl)phenyl)-5-((1-hydroxy-2-methylpropan-2-yl)amino)-3-(6-azaspiro[2.5]octan-6-yl)pyrazine-2-carboxamide FC1(C[C@H](CC1)S(=O)(=O)C=1C=C(C=CC1)NC(=O)C1=NC=C(N=C1N1CCC2(CC2)CC1)NC(CO)(C)C)F